1-(tert-butyl) 2-methyl (2S,4S)-4-(N-((1s,4R)-4-methylcyclohexyl) isobutyramido)pyrrolidine-1,2-dicarboxylate CC1CCC(CC1)N(C(C(C)C)=O)[C@H]1C[C@H](N(C1)C(=O)OC(C)(C)C)C(=O)OC